(5'S,7a'R)-1-[1-(2-methoxypyridin-4-yl)-1H-pyrazol-3-yl]-5'-phenyltetrahydro-3'H-spiro[piperidine-4,2'-pyrrolo[2,1-b][1,3]oxazol]-3'-one COC1=NC=CC(=C1)N1N=C(C=C1)N1CCC2(C(N3[C@H](O2)CC[C@H]3C3=CC=CC=C3)=O)CC1